ClC=1C=CC=2N(N1)C(=CN2)C2=CC(=NC=N2)N2CCN(CC2)C(C)=O 1-[4-[6-(6-chloroimidazo[1,2-b]pyridazin-3-yl)pyrimidin-4-yl]piperazin-1-yl]ethanone